N-[6-(2-chloro-5-fluorophenyl)-3-fluoro-2-methyl-8-oxo-7,8-dihydro-6H-pyrrolo[4,3-g]indazol-5-yl]-5-fluoro-3-(trifluoromethyl)benzamide ClC1=C(C=C(C=C1)F)C1NC(C2=C1C(=CC1=C(N(N=C21)C)F)NC(C2=CC(=CC(=C2)F)C(F)(F)F)=O)=O